BrC1=NC=C(C=C1)C1OCCO1 2-bromo-5-(1,3-dioxacyclopentan-2-yl)pyridine